n-((1r,4r)-4-aminocyclohexyl)-1H-indole-2-carboxamide C1CC(CCC1N)NC(=O)C2=CC3=CC=CC=C3N2